O[C@H]1C[C@H](NC1)C(=O)O cis-4-hydroxy-proline